(3S)-7-((S)-4-acryloyl-2-methylpiperazin-1-yl)-9-chloro-10-(2,4-difluorophenyl)-3-((1-methylpiperidin-4-yl)methyl)-2H-[1,4]thiazino[2,3,4-ij]quinazolin-5(3H)-one C(C=C)(=O)N1C[C@@H](N(CC1)C1=NC(N2C3=C(C(=C(C=C13)Cl)C1=C(C=C(C=C1)F)F)SC[C@@H]2CC2CCN(CC2)C)=O)C